(3-(((((1S,4S)-4-((2-Methoxybenzamido)methyl)-4-(thiophen-2-yl)cyclohexyl)oxy)carbonyl)amino)propyl)triphenylphosphonium iodide [I-].COC1=C(C(=O)NCC2(CCC(CC2)OC(=O)NCCC[P+](C2=CC=CC=C2)(C2=CC=CC=C2)C2=CC=CC=C2)C=2SC=CC2)C=CC=C1